7-bromo-3-oxo-1,2-dihydro-isoindole-5-carboxylic acid methyl ester COC(=O)C=1C=C2C(NCC2=C(C1)Br)=O